NC=1C(=C(C=CC1)[C@@]1(CC(N(C(N1)=NC(OC(C)(C)C)=O)CC1(CC1)O[Si](C)(C)C(C)(C)C)=O)C)Cl tert-Butyl N-[(6S)-6-(3-amino-2-chlorophenyl)-6-methyl-4-oxo-3-({1-[tert-butyl-(dimethyl)silyloxy]cyclopropyl}methyl)hexahydropyrimidin-2-ylidene]carbamate